C1(=CC=CC=C1)NNC(=O)N phenylaminourea